9H-benzo[d]imidazo[1,2-a]imidazole N=1C=CN2C1NC1=C2C=CC=C1